2-methoxy-4-methoxybenzophenone COC1=C(C(=O)C2=CC=CC=C2)C=CC(=C1)OC